CC(C)(C)S(=O)N=C1CCCOC12CC2 2-methyl-N-(4-oxaspiro[2.5]octan-8-ylidene)propane-2-sulfinamide